C1(CC1)SCCSCC1SCC(SC1)CSCCSC1CC1 2,5-bis(β-cyclopropylthioethylthiomethyl)-1,4-dithiane